C(O)(O)=O.N ammonia carbonate salt